O=C1NC(CCC1N1C(C2=CC=C(C=C2C1)CC1=C2C(=C(C(=NC2=CC=C1)C1=CC=CC=C1)C)C(=O)N)=O)=O ((2-(2,6-dioxopiperidin-3-yl)-1-oxoisoindolin-5-yl)methyl)-3-methyl-2-phenylquinoline-4-carboxamide